(2R,3R,4R,5R)-5-(4-amino-5-bromo-pyrrolo[2,3-d]pyrimidin-7-yl)-4-fluoro-2-(hydroxymethyl)tetrahydrofuran-3-ol NC=1C2=C(N=CN1)N(C=C2Br)[C@H]2[C@@H]([C@@H]([C@H](O2)CO)O)F